C(C)(C)(C)OC(CCCCCCCCCCCCCCCCCCC(=O)O)=O 20-(tert-butoxy)-20-oxoicosanoic acid